2-[[6-[8-(1,3-benzothiazol-2-ylcarbamoyl)-3,4-dihydro-1H-isoquinolin-2-yl]-3-(1-benzyl-5-methyl-pyrazol-4-yl)pyridine-2-carbonyl]amino]acetic acid S1C(=NC2=C1C=CC=C2)NC(=O)C=2C=CC=C1CCN(CC21)C2=CC=C(C(=N2)C(=O)NCC(=O)O)C=2C=NN(C2C)CC2=CC=CC=C2